CO\N=C(\C(=O)OC)/C1=C(C(=CC=C1)C)CO/N=C/C1=C(C=C(C=C1)C)C(F)(F)F methyl (2E)-2-methoxyimino-2-[3-methyl-2-[[(E)-[4-methyl-2-(trifluoromethyl)-phenyl]methyleneamino]oxymethyl]phenyl]acetate